[N+](=O)([O-])C(CO)CC 2-nitro-butanol